(E)-N-(4-(4-([1,2,4]triazolo[1,5-a]pyridin-7-yloxy)-3-methylphenyl)-4H-pyrido[2,3,4-de]quinazolin-7-yl)-4-(dimethylamino)but-2-enamide N=1C=NN2C1C=C(C=C2)OC2=C(C=C(C=C2)N2C=CC=1C=3C2=NC=NC3C=CC1NC(\C=C\CN(C)C)=O)C